(S)-N-(2-methyl-5-(2-(2-methylpyrrolidin-1-yl)acetamido)pyridin-3-yl)-2-(4-(2-(methylamino)-2-oxoethyl)phenyl)-1H-pyrrolo[2,3-b]pyridine-5-carboxamide CC1=NC=C(C=C1NC(=O)C=1C=C2C(=NC1)NC(=C2)C2=CC=C(C=C2)CC(=O)NC)NC(CN2[C@H](CCC2)C)=O